FC(C(C)(F)C=1C=C(C=CC1)N1CC2=C(C=C(C=C2C1=O)C=O)C(F)(F)F)C1=NN=CN1C 2-(3-(1,2-Difluoro-1-(4-methyl-4H-1,2,4-triazol-3-yl)-propan-2-yl)phenyl)-3-oxo-7-(trifluoromethyl)isoindoline-5-carbaldehyde